ClC1=C(C=C(C(=O)O)C=C1)C1C(NC(CC1)=O)=O 4-chloro-3-(2,6-dioxo-3-piperidyl)benzoic acid